6-(acetoxymethyl)-4-azidotetrahydro-2H-pyran-2,3,5-triyl triacetate C(C)(=O)OC1OC(C(C(C1OC(C)=O)N=[N+]=[N-])OC(C)=O)COC(C)=O